OCCCCN1C(N(C(C1(C)C)=O)C1=CC(=C(C#N)C=C1)C(F)(F)F)=O 4-(3-(4-Hydroxybutyl)-4,4-dimethyl-2,5-dioxoimidazolidin-1-yl)-2-(trifluoromethyl)benzonitrile